3-((7-(5-chloro-1-((1-ethyl-4-fluoropiperidin-4-yl)methyl)-1H-indol-7-yl)thieno[3,2-b]pyridin-2-yl)methyl)-6,6-dimethyl-3-azabicyclo[3.1.0]hexane-2,4-dione ClC=1C=C2C=CN(C2=C(C1)C1=C2C(=NC=C1)C=C(S2)CN2C(C1C(C1C2=O)(C)C)=O)CC2(CCN(CC2)CC)F